ClC=1C=C(C=CC1OC)N1CC=C2N1C(=CC=N2)C2=CC=CC=C2 N-(3-chloro-4-methoxyphenyl)-7-phenylpyrazolo[1,5-a]pyrimidine